1,2,3-trichloropentafluorocyclopentene ClC1=C(C(C(C1(F)F)(F)F)(Cl)F)Cl